tert-butyl 2-((1-(2-(3-(difluoromethyl)phenyl)-3,7-dimethyl-4-oxo-4H-pyrido[1,2-a]pyrimidin-9-yl)ethyl)amino)benzoate FC(C=1C=C(C=CC1)C=1N=C2N(C(C1C)=O)C=C(C=C2C(C)NC2=C(C(=O)OC(C)(C)C)C=CC=C2)C)F